N1([C@@H](CCC1)C(=O)OC)C(=O)OCC1=CC=CC=C1 O1-benzyl O2-methyl (2S)-pyrrolidine-1,2-dicarboxylate